phenylmagnesium chloride magnesium [Mg].C1(=CC=CC=C1)[Mg]Cl